(2,3-difluoro-4-(1-isopropyl-4-(trifluoromethyl)-1H-imidazol-2-yl)phenyl)methanamine FC1=C(C=CC(=C1F)C=1N(C=C(N1)C(F)(F)F)C(C)C)CN